COC1=CC2=C(C(=N1)C#N)CC(C2)CNCCC2CN(C(O2)=O)C=2C=CC=1OCC(NC1N2)=O 3-methoxy-6-[[2-[2-oxo-3-(3-oxo-4H-pyrido[3,2-b][1,4]oxazin-6-yl)-1,3-oxazolidin-5-yl]ethylamino]methyl]-6,7-dihydro-5H-cyclopenta[c]pyridine-1-carbonitrile